NC1=NC=2C=CC(=CC2C2=C1COC2)C(=O)N(CC2=NC=C(C=C2)C#N)CC2(CC2)C#N 4-amino-N-((1-cyanocyclopropyl)methyl)-N-((5-cyano-2-pyridinyl)methyl)-1,3-dihydrofuro[3,4-c]quinoline-8-carboxamide